((((1r,3r)-3-hydroxy-3-methylcyclobutyl)amino)methyl)-6-methyl-4H-pyrido[1,2-a]pyrimidin-4-one OC1(CC(C1)NCC=1N=C2N(C(C1)=O)C(=CC=C2)C)C